BrC1=NNC2=NC=C(N=C21)N[C@@H](C)C=2C=C(C=CC2)NC(C2=CN=CC(=C2)C)=O (S)-N-(3-(1-((3-bromo-1H-pyrazolo[3,4-b]pyrazin-5-yl)amino)ethyl)phenyl)-5-methylnicotinamide